2-(4-Ethanesulfonyl-phenyl)-2-(4-methoxy-phenoxy)-N-[6-(4-methyl-piperazin-1-yl)-benzothiazol-2-yl]-acetamide C(C)S(=O)(=O)C1=CC=C(C=C1)C(C(=O)NC=1SC2=C(N1)C=CC(=C2)N2CCN(CC2)C)OC2=CC=C(C=C2)OC